4-(hydroxymethyl)-1,3,2-dioxathiolane-2-oxide OCC1OS(OC1)=O